7-(1-(5-(2,2,2-trifluoroethyl)pyridin-2-yl)-1H-pyrazol-4-yl)-3H-imidazo[4,5-b]pyridine FC(CC=1C=CC(=NC1)N1N=CC(=C1)C1=C2C(=NC=C1)NC=N2)(F)F